[Si](C1=CC=CC=C1)(C1=CC=CC=C1)(C(C)(C)C)OC1C[C@H]2C([C@H]2C1)C1=CC(=NN1CC)C=1C=NC=C(C1)C(F)(F)F 3-(5-((1R,5S,6r)-3-((tert-Butyldiphenylsilyl)oxy)bicyclo[3.1.0]hexan-6-yl)-1-ethyl-1H-pyrazol-3-yl)-5-(trifluoromethyl)pyridine